4-(3-((8-methoxy-2-(6-methoxypyridin-3-yl)-2,3-dihydrobenzo[b][1,4]dioxin-6-yl)methyl)-3H-imidazo[4,5-b]pyridin-6-yl)isoxazole MANGANESE ANTIMONY TITANIUM [Ti].[Sb].[Mn].COC1=CC(=CC2=C1OC(CO2)C=2C=NC(=CC2)OC)CN2C=NC=1C2=NC=C(C1)C=1C=NOC1